C1(=CC=C(C=C1)N1N=NC(=C1)C1=CC=CC=C1)C 1-p-tolyl-4-phenyl-1,2,3-triazole